N1(CC2(CCC1)OCC=1C=NC=CC12)CC1=C(N=C(S1)NC(C)=O)F N-(5-((3H-Spiro[furo[3,4-c]pyridine-1,3'-piperidin]-1'-yl)methyl)-4-fluorothiazol-2-yl)acetamide